(2R,3S,4S)-4-hydroxy-2-[(4-methoxyphenyl)methyl]pyrrolidin-3-yl 2-(thiophen-2-yl)acetate S1C(=CC=C1)CC(=O)O[C@H]1[C@H](NC[C@@H]1O)CC1=CC=C(C=C1)OC